2-((3,5-dicyano-4-cyclopropyl-6-(piperazin-1-yl)pyridin-2-yl)sulfanyl)-2-phenylacetamide C(#N)C=1C(=NC(=C(C1C1CC1)C#N)N1CCNCC1)SC(C(=O)N)C1=CC=CC=C1